BrC1=C2C(NC=3N(C2=CC(=C1Br)C(F)(F)F)N=C(N3)C)=O 6,7-dibromo-2-methyl-8-(trifluoromethyl)-[1,2,4]triazolo[1,5-a]quinazolin-5(4H)-one